((2R,3S,4S,5R)-4-acetoxy-5-(2-amino-8-oxo-7-(prop-2-yn-1-yl)-7,8-dihydro-9H-purin-9-yl)-3-fluorotetrahydrofuran-2-yl)acetic acid methyl ester COC(C[C@H]1O[C@H]([C@@H]([C@H]1F)OC(C)=O)N1C2=NC(=NC=C2N(C1=O)CC#C)N)=O